2,3,4-trisilylpentasilane [SiH3][SiH]([SiH3])[SiH]([SiH]([SiH3])[SiH3])[SiH3]